Amino-2-butenamide NC(C(=O)N)=CC